1-(4-((5-fluoro-4-(3-(2-methoxypyridin-4-yl)phenyl)pyrimidin-2-yl)amino)piperidin-1-yl)ethan-1-one FC=1C(=NC(=NC1)NC1CCN(CC1)C(C)=O)C1=CC(=CC=C1)C1=CC(=NC=C1)OC